COC1=CC=C(C=C1)C1(CCCCC1)O 1-(4-methoxyphenyl)cyclohexane-1-ol